1,2-di-undecoyl-sn-glycerol C(CCCCCCCCCC)(=O)OC[C@@H](OC(CCCCCCCCCC)=O)CO